CC(C(N[Zr])(C)C)C Tetra-methylethylamino-zirconium